C(C(O)C)(=O)O.N1CCC(C2=CC=CC=C12)=O quinolin-4(2H)-one lactate